N1=CN=CC(=C1)C1=CC=C(C=N1)C[N+]1=NOC(=C1)[N-]C(NC1=CC(=CC=C1)C(F)(F)F)=O (3-((6-(pyrimidin-5-yl)pyridin-3-yl)methyl)-1,2,3-oxadiazol-3-ium-5-yl)((3-(trifluoromethyl)phenyl)carbamoyl)amide